FC(CCN1CC(C1)CC1=CN=C(S1)[C@H]1N([C@@H](CC2=C1NC1=CC=CC=C21)C)CC(F)(F)F)F 5-((1-(3,3-Difluoropropyl)azetidin-3-yl)methyl)-2-((1S,3R)-3-methyl-2-(2,2,2-trifluoroethyl)-2,3,4,9-tetrahydro-1H-pyrido[3,4-b]indol-1-yl)thiazole